tert-butyl N-[2-[5-[1-benzyloxy-1-(trifluoromethyl)pent-4-enyl]-1,3,4-oxadiazol-2-yl]-6-[but-3-enyl(2-methoxyethyl)amino]-5-(trifluoromethyl)-3-pyridyl]carbamate C(C1=CC=CC=C1)OC(CCC=C)(C(F)(F)F)C1=NN=C(O1)C1=NC(=C(C=C1NC(OC(C)(C)C)=O)C(F)(F)F)N(CCOC)CCC=C